1,2,3-trimethylbenzimidazole CN1C(N(C2=C1C=CC=C2)C)C